(R)-1-naphthylethylamine hydrochloride Cl.C1(=CC=CC2=CC=CC=C12)CCN